4-amino-N-((3S)-6-(difluoromethoxy)-2,3-dihydro-1-benzofuran-3-yl)-7-fluoro-N,1-dimethyl-1H-pyrazolo[4,3-c]quinoline-8-carboxamide NC1=NC=2C=C(C(=CC2C2=C1C=NN2C)C(=O)N(C)[C@@H]2COC1=C2C=CC(=C1)OC(F)F)F